CC1C(NCCN1CC1=CC=C(C=C1)Br)=O 3-methyl-4-(4-bromobenzyl)piperazin-2-one